BrC1=CC=CC(=N1)OCC1=CC=C(C#N)C=C1 4-[(6-bromo-2-pyridyl)oxymethyl]benzonitrile